ClC1=CN=C(S1)NC(C(C1=CC=C(C=C1)C=1N=NN(N1)C(F)F)C1CC(CC1)(F)F)=O N-(5-Chlorothiazol-2-yl)-2-(3,3-difluorocyclopentyl)-2-(4-(2-(difluoromethyl)-2H-tetrazol-5-yl)phenyl)acetamide